methyl o-benzoylbenzoate C(C1=CC=CC=C1)(=O)C1=C(C(=O)OC)C=CC=C1